C1(CCCCC1)[NH3+].N(=[N+]=[N-])[C@H](C(=O)[O-])CC1=CC=C(C=C1)OC(C)(C)C (S)-2-azido-3-(4-tert-butoxyphenyl)propanoic acid cyclohexylammonium salt